Tert-butyl N-tert-butoxycarbonyl-N-hex-5-ynyl-carbamate C(C)(C)(C)OC(=O)N(C(OC(C)(C)C)=O)CCCCC#C